(R)-1-(naphthalen-1-yl)-N-(((R)-spiro[chromane-4,2'-[1,3]dioxolan]-2-yl)methyl)ethane-1-amine C1(=CC=CC2=CC=CC=C12)[C@@H](C)NC[C@@H]1OC2=CC=CC=C2C2(OCCO2)C1